FC=1C=C(C=C(C1)F)C1=CC=C2C(C(COC2=C1)(C)C)NC(O[C@@H]1CN2CCC1CC2)=O (S)-quinuclidin-3-yl (7-(3,5-difluorophenyl)-3,3-dimethylchroman-4-yl)carbamate